Cl.C[C@@H]1CN(C[C@@H](N1)C)C1=C2C(=NC=C1)N(CC2)C(=O)NC2=CC=1C(=NN(N1)C)C=C2OC 4-((3R,5S)-3,5-dimethylpiperazin-1-yl)-N-(6-methoxy-2-methyl-2H-benzo[d][1,2,3]triazol-5-yl)-2,3-dihydro-1H-pyrrolo[2,3-b]pyridine-1-carboxamide hydrochloride